OCCS(=O)(=O)CC(CCCC(C(=O)NNC)(C)C=1C=C(C=CC1)CC(C(=O)OCC)OC)(C)C ethyl 3-(3-(7-((2-hydroxyethyl)sulfonyl)-2,6,6-trimethyl-1-(2-methylhydrazineyl)-1-oxoheptan-2-yl)phenyl)-2-methoxypropanoate